C1(CCCCC1)NCC(=O)O N-cyclohexylglycine